NC=1C=C2C(=NN(C2=CC1)C)C(=O)N1CC(C1)(F)F (5-Amino-1-methyl-1H-indazol-3-yl)(3,3-difluoroazetidin-1-yl)methanone